C(C1=CC=CC=C1)OC1=C2C(=C(N(C2=CC=C1C#N)C1=CC=C(C=C1)F)C1CCOCC1)C1=CC=C(C(=O)O)C=C1 4-[4-benzyloxy-5-cyano-1-(4-fluorophenyl)-2-tetrahydropyran-4-yl-indol-3-yl]Benzoic acid